2-[2-bicyclo[4.1.0]heptanylmethoxy-(3-chloro-4-fluorophenyl)methyl]-5-methyl-4-methylsulfonyl-1H-imidazole C12C(CCCC2C1)COC(C=1NC(=C(N1)S(=O)(=O)C)C)C1=CC(=C(C=C1)F)Cl